(R)-N-(5-((4-amino-1-ethyl-1H-pyrazolo[3,4-d]pyrimidin-3-yl)ethynyl)-2-fluorophenyl)-3-phenylisoxazolidin-2-carboxamide NC1=C2C(=NC=N1)N(N=C2C#CC=2C=CC(=C(C2)NC(=O)N2OCC[C@@H]2C2=CC=CC=C2)F)CC